N1(CCN(CC1)CCO)CCO 2,2'-(piperazine-1,4-diyl)diethanol